(E)-3,7-diethylocta-2,6-dien-1-ol C(C)\C(=C/CO)\CCC=C(C)CC